CC(CC(=O)N1CCN(CC1)C=1C=NN2C1C=CC(=C2)C=2C=NN(C2)C)(C)C 3-[4-(3,3-dimethylbutyryl)piperazin-1-yl]-6-(1-methyl-1H-pyrazol-4-yl)pyrazolo[1,5-a]pyridine